6,6'-diamino-3,3'-sulfonyl-bisphenol NC1=CC=C(C=C1O)S(=O)(=O)C=1C=C(C(=CC1)N)O